C(C)(SCC1(CC1)NC(=O)OC(C)(C)C)=O S-((1-((tert-butoxycarbonyl)amino)cyclopropyl)methyl) ethanethioate